FC(C=1C(=C(C=CC1)[C@@H](C)\N=C/1\C2=C(N(C(=N1)C)C)C=NC(=C2)C#CCNC(OC(C)(C)C)=O)F)F tert-butyl (R,Z)-(3-(4-((1-(3-(difluoromethyl)-2-fluorophenyl)ethyl)imino)-1,2-dimethyl-1,4-dihydropyrido[3,4-d]pyrimidin-6-yl)prop-2-yn-1-yl)carbamate